C(C)C1=CC=C(C=C1)C(=O)C1=CN=C2N1C=CC=C2 (4-ethylphenyl)(imidazo[1,2-a]pyridin-3-yl)methanone